FC1(CCN(CC1)C(=O)OC(C)(C)C)C=1NC(C2=C(N1)C(=CC(=N2)C=2C=C(C=1N(C2)C=C(N1)C)F)C)=O tert-Butyl 4-fluoro-4-[6-(8-fluoro-2-methylimidazo[1,2-a]pyridin-6-yl)-8-methyl-4-oxo-3,4-dihydropyrido[3,2-d]pyrimidin-2-yl]piperidine-1-carboxylate